((3-Aminooxetan-3-yl)methyl)-2-(4H-benzo[f]imidazo[1,2-a][1,4]diazepine-5(6H)-yl)-6-methyl-quinazolin-4-amine NC1(COC1)CC1=C2C(=NC(=NC2=CC=C1C)N1CC=2N(C3=C(C1)C=CC=C3)C=CN2)N